(9-fluorenylidene)bis(2-phenoxyethanol) C1=CC=CC=2C3=CC=CC=C3C(C12)(C(COC1=CC=CC=C1)O)C(COC1=CC=CC=C1)O